ClC1=C2C(C(=O)NC2=O)=CC=C1 3-chlorophthalimid